1-(2,2-difluoropropyl)-6-(2-(2-methyl-6-(trifluoromethyl)pyrimidin-4-yl)-2,6-diazaspiro[3.4]octan-6-yl)-1H-pyrazolo[3,4-b]pyrazine FC(CN1N=CC=2C1=NC(=CN2)N2CC1(CN(C1)C1=NC(=NC(=C1)C(F)(F)F)C)CC2)(C)F